BrC1=C(C=C2C(NC(=NC2=C1)C)=O)N[C@@H]1COCC1 (S)-7-bromo-2-methyl-6-((tetrahydrofuran-3-yl)amino)quinazolin-4(3H)-one